benzo[d][1,3]dioxin-5-carbonitrile O1COCC2=C1C=CC=C2C#N